2-(3-(4-(2-hydroxyethoxy)piperidine-1-carbonyl)-5,6-dihydrocyclopenta[c]pyrazol-1(4H)-yl)-1-(4-(o-tolyloxy)piperidin-1-yl)ethanone OCCOC1CCN(CC1)C(=O)C=1C2=C(N(N1)CC(=O)N1CCC(CC1)OC1=C(C=CC=C1)C)CCC2